BrC1=C(C=C2CN(C(C2=C1)=O)C1C(NC(CC1)=O)=O)CN1C2CN(CC1CC2)C2=CC=C(N=N2)C(=O)NC2CCC(CC2)OC2=CC(=C(C=C2)C#N)Cl 6-(8-((6-bromo-2-(2,6-dioxopiperidin-3-yl)-1-oxoisoindolin-5-yl)methyl)-3,8-diazabicyclo[3.2.1]octan-3-yl)-N-((1r,4r)-4-(3-chloro-4-cyanophenoxy)cyclohexyl)pyridazine-3-carboxamide